C1(=CC=CC=C1)P(C1=CC=CC=C1)C1=CC=CC=C1.[Se] selenium triphenylphosphine